NC1=C(C=C(C=N1)C=1C=NN(C1)C1CCN(CC1)C(CCCCCCCNC1=C2CN(C(C2=CC=C1)=O)C1C(NC(CC1)=O)=O)=O)O[C@H](C)C1=C(C(=CC=C1Cl)F)Cl 3-(4-((8-(4-(4-(6-amino-5-((R)-1-(2,6-dichloro-3-fluorophenyl)ethoxy)pyridin-3-yl)-1H-pyrazol-1-yl)piperidin-1-yl)-8-oxooctyl)amino)-1-oxoisoindolin-2-yl)piperidine-2,6-dione